carbamic acid 4-propylcyclohexyl ester C(CC)C1CCC(CC1)OC(N)=O